C1CCCC=2C3=CC=CC=C3NC12 2,3,4,9-tetrahydro-1H-carbazol